1-(3-chloro-5,5'-difluoro-2'-hydroxy-3'-(2-(piperazin-1-yl)pyridin-4-yl)-[1,1'-biphenyl]-4-yl)-3-methyl-1H-imidazol-2(3H)-one ClC=1C=C(C=C(C1N1C(N(C=C1)C)=O)F)C1=C(C(=CC(=C1)F)C1=CC(=NC=C1)N1CCNCC1)O